(E)-2-(4-methylbenzylidene)-6-oxo-8-phenyloctanoic acid methyl ester COC(/C(/CCCC(CCC1=CC=CC=C1)=O)=C/C1=CC=C(C=C1)C)=O